ClC=1N=C(C2=C(N1)N(C(=C2F)C[C@H](C)NC(OC(C)(C)C)=O)C2=CC=C(C=C2)OC)NCC=2OC=CC2 tert-Butyl (S)-(1-(2-chloro-5-fluoro-4-((furan-2-ylmethyl)amino)-7-(4-methoxyphenyl)-7H-pyrrolo[2,3-d]pyrimidin-6-yl)propan-2-yl)carbamate